BrC1=NC(=CC(=N1)Br)Cl 2,4-dibromo-6-chloropyrimidine